OC(C(=O)N/C=C/C(=O)NC1=CC=C(C=C1)S[Au-]P(CC)(CC)CC)C(CO)(C)C (E)-((4-(3-(2,4-dihydroxy-3,3-dimethylbutanamido)acrylamido)phenyl)thio)(triethyl-phosphaneyl)Gold (I)